C(C)(=O)O/C(=C/1\C[C@H](N(C1)C(=O)OC(C)(C)C)C(=O)OC)/Cl 1-(t-butyl) 2-methyl (S,Z)-4-(acetoxychloromethylene)pyrrolidine-1,2-dicarboxylate